C(CCCCCCCCC)OCC1CCC(O1)CC(C(=O)OC)C(=O)OC dimethyl 2-[(tetrahydro-5-decoxymethyl-2-furanyl)methyl]propanedioate